COC(=O)C1=CC=C(N)C=C1 p-methoxycarbonyl-aniline